N-[(2S,3S,4R)-3,4-dihydroxy-1-{[(2R,3S,4S,5R,6R)-3,4,5-trihydroxy-6-(hydroxymethyl)oxaN-2-yl]Oxy}octadeca-2-yl]-11-(3-Methyloxetan-3-yl)undecylamide O[C@@H]([C@H](CO[C@@H]1O[C@@H]([C@@H]([C@@H]([C@@H]1O)O)O)CO)NC(CCCCCCCCCCC1(COC1)C)=O)[C@@H](CCCCCCCCCCCCCC)O